(S)-1-(4-(3-((1r,3R,5S,7S)-3,5-dimethyladamantan-1-yl)ureido)-3-fluorobenzyl)-N-(2-hydroxypropyl)piperidine-3-carboxamide C[C@]12CC3(CC(C[C@@](C1)(C3)C)C2)NC(NC2=C(C=C(CN3C[C@H](CCC3)C(=O)NCC(C)O)C=C2)F)=O